1-benzyloxy-2-bromo-3-fluoro-benzene C(C1=CC=CC=C1)OC1=C(C(=CC=C1)F)Br